OC1=CC=C(C=C1)CC1C(OCC1CC1=CC=C(C=C1)O)=O 3,4-bis[(4-hydroxyphenyl)methyl]oxolane-2-one